FC(C(OC)C1=CC=CC(=N1)N1N=CC(=C1)C1=C2C(=NC=C1)NC=N2)(F)F 7-(1-(6-(2,2,2-trifluoro-1-methoxyethyl)pyridin-2-yl)-1H-pyrazol-4-yl)-3H-imidazo[4,5-b]pyridine